5-(benzothien-2-yl)-4-(2,4-dichlorophenyl)-2-methyloxazole S1C(=CC2=C1C=CC=C2)C2=C(N=C(O2)C)C2=C(C=C(C=C2)Cl)Cl